2-(2-(2-((6-chlorohexyl)oxy)ethoxy)ethoxy)ethan ClCCCCCCOCCOCCOCC